[pyrimidine] hydrochloride Cl.N1=CN=CC=C1